O1C=CC2=C1C=CC(=C2)C=2C=C1CCN(CC1=CC2)C(=O)NC2=CNC1=CC=CC=C21 6-(benzofuran-5-yl)-N-(1H-indol-3-yl)-3,4-dihydroisoquinoline-2(1H)-carboxamide